NC=1C2=C(N=CN1)N(C=C2Br)CC(=O)O 2-(4-amino-5-bromo-7H-pyrrolo[2,3-d]pyrimidin-7-yl)acetic acid